Methyl 4-Aminocyclohexanecarboxylate Hydrochloride Cl.NC1CCC(CC1)C(=O)OC